C(N)(=O)C=1N=CC(=C2C1N(N=C2)C2OCCCC2)N2CCN(CC2)C(=O)OC(C)(C)C tert-butyl 4-(7-carbamoyl-1-tetrahydropyran-2-yl-pyrazolo[3,4-c]pyridin-4-yl)piperazine-1-carboxylate